N-[(2S,3R)-2-{[3-(difluoromethyl)-2-fluoro[1,1'-biphenyl]-3-yl]methyl}-4,4-difluoro-1-(3-fluorocyclobutane-1-carbonyl)pyrrolidin-3-yl]ethanesulfonamide FC(C1(C(C(=CC=C1)C1=CC=CC=C1)F)C[C@@H]1N(CC([C@@H]1NS(=O)(=O)CC)(F)F)C(=O)C1CC(C1)F)F